COC1=C(C=C2C(=NC=NC2=C1)NC1=C(C=CC(=C1)C=1OC(=CC1)C)OC)OC1CN(C1)C(C=C)=O 1-(3-((7-methoxy-4-((2-methoxy-5-(5-methylfuran-2-yl)phenyl)amino)quinazolin-6-yl)oxy)azetidine-1-yl)prop-2-en-1-one